1-(5-(3-chlorophenyl)-7-((2-(trimethylsilyl)ethoxy)methyl)-7H-pyrrolo[2,3-d]pyrimidin-4-yl)-N,N-dimethylpiperidin-4-amine ClC=1C=C(C=CC1)C1=CN(C=2N=CN=C(C21)N2CCC(CC2)N(C)C)COCC[Si](C)(C)C